C(#N)C(CCCN(CCC=1C=C(C(=O)OCCCC)C=CC1)C)(C(C)C)C1=CC(=C(C=C1)OC)OC Butyl 3-(2-((4-cyano-4-(3,4-dimethoxyphenyl)-5-methylhexyl) (methyl)amino)ethyl)benzoate